6-(4-Fluorophenyl)-3-(2-(pyridine-3-yl)ethyl)-7H-[1,2,4]triazolo[3,4-b][1,3,4]thiadiazin FC1=CC=C(C=C1)C1=NN2C(SC1)=NN=C2CCC=2C=NC=CC2